heneicosyl 4,4'-((4-((4-carbonyl-4-(undecyloxy)butyl)amino)butyl)azanediyl)dibutyrate C(=O)=C(CCCNCCCCN(CCCC(=O)[O-])CCCC(=O)OCCCCCCCCCCCCCCCCCCCCC)OCCCCCCCCCCC